[Cl-].C[N+]1=CN(C=C1)C=C 3-methyl-1-vinyl-1H-imidazolium chloride